FC1=CC2=C(C=3C(CN(C3C=C2)C(NCC#C)=N)C)C=C1 7-fluoro-1-methyl-N-(prop-2-yn-1-yl)-1,2-dihydro-3H-benzo[e]indole-3-carboximidamide